C[Si](OC(C(F)(F)F)(C1=CC=CC=C1)C1=CC(=C(C=C1)B1OC(C(O1)(C)C)(C)C)OC)(C)C trimethyl(2,2,2-trifluoro-1-(3-methoxy-4-(4,4,5,5-tetramethyl-1,3,2-dioxaborolan-2-yl)phenyl)-1-phenylethoxy)silane